S1C(N=C2C1=NC=N2)C=2NC1=C(C2)C=CC=C1 imidazothiazolyl-benzopyrrole